C(N(C([SH-]CCCC)=S)CCCC)N(C([SH-]CCCC)=S)CCCC methylenebis-(dibutyldithiocarbamate)